pentadecyl-di-n-propyl-(3-triethoxysilylpropyl)ammonium chloride [Cl-].C(CCCCCCCCCCCCCC)[N+](CCC[Si](OCC)(OCC)OCC)(CCC)CCC